tert-Butyl 4-(2-(5-(3-chloro-6-(difluoromethyl)-2-fluorophenyl)pyridin-2-yl)-3-cyclopropylpropanamido)benzoate ClC=1C(=C(C(=CC1)C(F)F)C=1C=CC(=NC1)C(C(=O)NC1=CC=C(C(=O)OC(C)(C)C)C=C1)CC1CC1)F